ClC(C)C1=C(C=C(C=C1)C1(CC1)C#N)F 1-(4-(1-chloroethyl)-3-fluorophenyl)cyclopropane-1-carbonitrile